(2R,3R,4R,5S)-1-(((1R,4R)-4-cyclopropylcyclohexyl)methyl)-2-methylpiperidine-3,4,5-triol C1(CC1)C1CCC(CC1)CN1[C@@H]([C@H]([C@@H]([C@H](C1)O)O)O)C